6-(2,4,6-trimethoxyphenyl)-6,7-dihydrofuro[2',3':1,2]benzo[4,5-d][1,3]dioxolane COC1=C(C(=CC(=C1)OC)OC)C1CC=2C(=CC3=C(OCO3)C2)O1